ClC=1C=C2C(=CC(=C(C2=CC1)OC(C=C)=O)NC)O 6-chloro-2-methylamino-4-hydroxy-1-acryloyloxynaphthalene